FC1=C(C(=C(C=C1OC)OC)F)N1C(N(C2=C(C1)C=NC(=C2)C=2C(=NN(C2)CCN2CCOCC2)C)CC)=O 3-(2,6-difluoro-3,5-dimethoxyphenyl)-1-ethyl-7-(3-methyl-1-(2-morpholinoethyl)-1H-pyrazol-4-yl)-3,4-dihydropyrido[4,3-d]pyrimidin-2(1H)-one